[C@H]12CN(C[C@H](CC1)N2)C2=NC(=NC1=CC(=CC=C21)C2=CC(=CC1=CC=CC=C21)O)OC[C@H]2N(CCC2)CCF 4-(4-((1R,5S)-3,8-diazabicyclo[3.2.1]octan-3-yl)-2-(((S)-1-(2-fluoroethyl)pyrrolidin-2-yl)methoxy)quinazolin-7-yl)naphthalen-2-ol